O1OCOOC1 1,2,4,5-tetraoxane